OCCCC(=O)NCCC[Si](OCC)(OCC)OCC N-(4-hydroxybutyryl)-gamma-aminopropyl-triethoxysilane